dihydrofuroindole N1CCC2=CC=C3C(=C12)C=CO3